OCC1=CC=C2CNC(C2=C1)=O 6-(hydroxymethyl)-1-oxoisoindolin